N-((1S)-1-(4-((1,1-Dimethyl-2,3-dihydro-1H-inden-2-yl)amino)phenyl)-2,2,2-trifluoroethyl)-N-methyltetrahydro-2H-thiopyran-4-carboxamide 1,1-dioxide CC1(C(CC2=CC=CC=C12)NC1=CC=C(C=C1)[C@@H](C(F)(F)F)N(C(=O)C1CCS(CC1)(=O)=O)C)C